2-chloro-5-iodo-N-({4-[5-(prop-2-yl)-3-(trifluoromethyl)-1H-pyrazol-1-yl]phenyl}methyl)pyrimidin-4-amine ClC1=NC=C(C(=N1)NCC1=CC=C(C=C1)N1N=C(C=C1C(C)C)C(F)(F)F)I